ClC1=C(C=CC(=C1)C(F)(F)F)NC(=O)C1(CCC1)N1N=CC(=C1)CN1CCN(CC1)C=1C=C2C(N(C(C2=CC1)=O)C1C(NC(CC1)=O)=O)=O N-(2-chloro-4-(trifluoromethyl)phenyl)-1-(4-((4-(2-(2,6-dioxopiperidin-3-yl)-1,3-dioxoisoindoline-5-yl)piperazin-1-yl)methyl)-1H-pyrazol-1-yl)cyclobutane-1-carboxamide